C(#N)C1=C(C=CC(=C1)F)SC=1C=2N(C=C(C1)C=1C=NN(C1C)[C@@H]1C[C@@H](CCC1)O)N=CC2C#N 4-((2-cyano-4-fluorophenyl)thio)-6-(1-((1S,3R)-3-hydroxycyclohexyl)-5-methyl-1H-pyrazol-4-yl)pyrazolo[1,5-a]pyridine-3-carbonitrile